Fmoc-O-benzyl-L-4-hydroxyproline C1[C@H](CN([C@@H]1C(=O)O)C(=O)OCC2C3=CC=CC=C3C4=CC=CC=C24)OCC5=CC=CC=C5